CCCCCCCCC(CCCCCCCC)OC(CCCCN(CCCCCCCCCCCCCCC(=O)OCCCC)CCO)=O Butyl 15-((5-(heptadecan-9-yloxy)-5-oxopentyl)(2-hydroxyethyl)amino)pentadecanoate